O=C1N(C(C=C1)=O)CCC(=O)NCCOCCOCCOCCOCC#C 3-(2,5-dioxo-2,5-dihydro-1H-pyrrol-1-yl)-N-(3,6,9,12-tetraoxapentadec-14-yn-1-yl)propanamide